C(CCCCCCC\C=C/CCCCCCCC)(=O)O.OCC(O)CO.OCC(O)CO.OCC(O)CO.OCC(O)CO.OCC(O)CO pentaglycerin monooleate